N-(5-(4-(4-(2,6-dioxopiperidin-3-yl)-3-fluorobenzyl)piperazin-1-yl)-1-((1s,4s)-4-(hydroxymethyl)cyclohexyl)-1H-benzo[d]imidazol-2-yl)-3-(trifluoromethyl)benzamide O=C1NC(CCC1C1=C(C=C(CN2CCN(CC2)C2=CC3=C(N(C(=N3)NC(C3=CC(=CC=C3)C(F)(F)F)=O)C3CCC(CC3)CO)C=C2)C=C1)F)=O